2-cyclohexyl-4-(4-methylphenyl)quinoline C1(CCCCC1)C1=NC2=CC=CC=C2C(=C1)C1=CC=C(C=C1)C